5-(4-Methoxypiperidin-1-yl)-3-methyl-1H-pyrazolo[4,3-d]pyrimidine COC1CCN(CC1)C=1N=CC2=C(N1)C(=NN2)C